C1(CC1)S(=O)(=O)NC1=NC=C(C(=N1)C(C(=O)NC1=CC=C(C=C1)C1=NC(=CN=C1)OCC)(C)C)C 2-(2-(cyclopropanesulfonamido)-5-methylpyrimidin-4-yl)-N-(4-(6-ethoxypyrazin-2-yl)phenyl)-2-methylpropanamide